2-bromo-N-(4-chlorophenyl)acetamide C1=CC(=CC=C1NC(=O)CBr)Cl